(Z)-4-(3-((6-(ethylsulfonyl)pyridin-3-yl)methyl)-2-isopropyl-1H-pyrrolo[3,2-b]pyridin-1-yl)-3-fluorobut-2-en-1-amine dihydrochloride Cl.Cl.C(C)S(=O)(=O)C1=CC=C(C=N1)CC1=C(N(C=2C1=NC=CC2)C/C(=C/CN)/F)C(C)C